tert-butyl (6-(4-ethylpyridin-3-yl)-3-((1S,2S)-2-fluorocyclopropane-1-carboxamido)isoquinolin-8-yl)carbamate C(C)C1=C(C=NC=C1)C=1C=C2C=C(N=CC2=C(C1)NC(OC(C)(C)C)=O)NC(=O)[C@H]1[C@H](C1)F